(R)-2-(1-(3-(benzo[b]thiophen-3-yl)phenyl)cyclopropyl)-6-(2-(3'-chloro-5'-fluoro-[1,1'-biphenyl]-3-yl)-2-hydroxyacetyl)-3,5,6,7,8,9-hexahydro-4H-pyrimido[5,4-c]azepin-4-one S1C2=C(C(=C1)C=1C=C(C=CC1)C1(CC1)C=1NC(C=3CN(CCCC3N1)C([C@H](O)C=1C=C(C=CC1)C1=CC(=CC(=C1)F)Cl)=O)=O)C=CC=C2